IC=1C=C(C(=O)OC)C=CC1S methyl 3-iodo-4-mercaptobenzoate